CC1=CC2=C(C(N3[C@@H](CO2)C[C@@H](C3)OC3=CC2=C(OCC(N2)=O)C=C3)=O)C(=C1)O[C@@H](C(F)(F)F)C (2S,11aR)-8-methyl-2-((3-oxo-3,4-dihydro-2H-benzo[b][1,4]oxazin-6-yl)oxy)-6-(((R)-1,1,1-trifluoropropan-2-yl)oxy)-2,3,11,11a-tetrahydro-1H,5H-benzo[f]pyrrolo[2,1-c][1,4]Oxazepine-5-one